O[C@@H]([C@H](C(=O)O)C)CCCCCCC(C)(C)OC (2r,3r)-3-hydroxy-10-methoxy-2,10-dimethylundecanoic acid